CC=1N=C2N(N=C(C=C2C)C2=NC3=C(C=C(C=C3C=C2)N2C[C@@H](N([C@H](C2)C)C(=O)OC(C)(C)C)C)F)C1 tert-butyl (2S,6S)-4-(2-{2,8-dimethylimidazo[1,2-b]pyridazin-6-yl}-8-fluoroquinolin-6-yl)-2,6-dimethylpiperazine-1-carboxylate